(R)-(6,7-dichloro-5-((2-methoxyethoxy)methyl)-1-methyl-1,3,4,5-tetrahydro-2H-pyrido[4,3-b]indol-2-yl)(5-methoxypyrimidin-2-yl)methanone ClC1=C(C=CC=2C3=C(N(C12)COCCOC)CCN([C@@H]3C)C(=O)C3=NC=C(C=N3)OC)Cl